N[C@@H](CC(=O)OCC)C1=CC(=CC=C1)C=1C=NC=CC1 ethyl (S)-3-amino-3-(3-(pyridin-3-yl)phenyl)propanoate